NC1CCOC2(C1)CCN(CC2)C(=O)OC(C)(C)C tert-butyl 4-amino-1-oxa-9-azaspiro[5.5]undecane-9-carboxylate